6-(1-(2-(4-(oxetan-3-yl)piperidin-1-yl)ethoxy)ethyl)pyridin O1CC(C1)C1CCN(CC1)CCOC(C)C1=CC=CC=N1